6-((1H-benzo[d][1,2,3]triazol-1-yl)oxy)-2-(tricosan-12-yl)-1H-benzo[de]isoquinoline-1,3(2H)-dione N1(N=NC2=C1C=CC=C2)OC=2C=CC=1C(N(C(C3=CC=CC2C13)=O)C(CCCCCCCCCCC)CCCCCCCCCCC)=O